NC1(C(C(CCC1)(CC(=O)O)CC(=O)O)(CC(=O)O)CC(=O)O)N trans-diaminocyclohexanetetraacetic acid